C(C)(=O)OCCN 2-Acetoxy-ethylamine